(Z)-2-cyano-3-hydroxy-3-(5-methylisoxazol-4-yl)-N-(4-(3-(trifluoromethyl)phenoxy)phenyl)acrylamide tert-butyl-4-(7-chloroquinazolin-4-yl)piperidine-1-carboxylate C(C)(C)(C)OC(=O)N1CCC(CC1)C1=NC=NC2=CC(=CC=C12)Cl.C(#N)/C(/C(=O)NC1=CC=C(C=C1)OC1=CC(=CC=C1)C(F)(F)F)=C(\C=1C=NOC1C)/O